2-[5-fluoro-6-[(1r,2s)-2-fluorocyclopropyl]-1-oxospiro[3H-isoquinoline-4,1'-cyclopropane]-2-yl]-N-(5-fluoropyrimidin-2-yl)acetamide FC1=C2C(=CC=C1[C@@H]1[C@H](C1)F)C(N(CC21CC1)CC(=O)NC1=NC=C(C=N1)F)=O